N-(2-(3,3-difluoropyrrolidin-1-yl)-4-(2-fluoro-phenyl)pyridin-3-yl)-4-methoxypiperidine-1-carboxamide FC1(CN(CC1)C1=NC=CC(=C1NC(=O)N1CCC(CC1)OC)C1=C(C=CC=C1)F)F